(S)-4-(2-(1-Ethyl-3-(trifluoromethyl)-1H-pyrazol-4-yl)phenyl)-6-(1-methyl-2,5-dihydro-1H-pyrrole-3-carbonyl)-4,5,6,7-tetrahydrothieno[2,3-c]pyridine-2-carbonitrile C(C)N1N=C(C(=C1)C1=C(C=CC=C1)[C@H]1C2=C(CN(C1)C(=O)C=1CN(CC1)C)SC(=C2)C#N)C(F)(F)F